ClC1=C(C=C(C=C1)C(CC(=O)OC)CCI)F methyl 3-(4-chloro-3-fluoro-phenyl)-5-iodo-pentanoate